2-((1-(6-methyl-1-oxo-2-(5-sulfamoyl-2,3-dihydro-1H-inden-2-yl)isoindolin-4-yl)ethyl)amino)benzoic acid CC1=CC(=C2CN(C(C2=C1)=O)C1CC2=CC=C(C=C2C1)S(N)(=O)=O)C(C)NC1=C(C(=O)O)C=CC=C1